2-(4-((tert-butoxycarbonyl)amino)trans-cyclohexyl)acetic acid C(C)(C)(C)OC(=O)N[C@@H]1CC[C@H](CC1)CC(=O)O